CN(CCO)C1CNCCC1 2-[methyl-(3-piperidinyl)amino]ethanol